FC1=CC=C(C2=CN(N=C12)C1OCCCC1)C(=O)C=1C(=C2C=CC=NC2=C(N1)C)/N=C/N(C)C (E)-N'-[6-[7-fluoro-2-(oxan-2-yl)indazole-4-carbonyl]-8-methyl-1,7-naphthyridin-5-yl]-N,N-dimethylmethanimidamide